C(C)N(C(CCO)=O)CCN1CCC(CC1)C1=NOC2=C1C=CC(=C2)F N-ethyl-N-{2-[4-(6-fluoro-1,2-benzisoxazol-3-yl)piperidin-1-yl]ethyl}-3-hydroxypropionamide